C(#N)[C@H]1N([C@H]2C[C@H]2C1)C(CNC(=O)C1=CC=NC2=CC=C(C=C12)OC1CC1)=O N-(2-((1S,3S,5S)-3-cyano-2-azabicyclo[3.1.0]hex-2-yl)-2-oxoethyl)-6-cyclopropyloxyquinoline-4-carboxamide